NCC1=CC2=C(CN(C2)C(=O)OC(C)(C)C)S1 tert-butyl 2-(aminomethyl)-4,6-dihydro-5H-thieno[2,3-c]pyrrole-5-carboxylate